CC1CCN(CC1)C=1N=C2C(=NC1)N=C(S2)NC(OC(C)(C)C)=O tert-butyl N-[6-(4-methylpiperidin-1-yl)-[1,3]thiazolo[4,5-b]pyrazin-2-yl]carbamate